ClC1=CC2=C(C=N1)C(=NN2)N2C[C@@H](CC2)N(C)C (R)-1-(6-chloro-1H-pyrazolo[4,3-C]pyridin-3-yl)-N,N-dimethylpyrrolidin-3-amine